N-allyl-N-(2-bromophenyl-ethyl)prop-2-en-1-amine C(C=C)N(CC=C)CCC1=C(C=CC=C1)Br